OC1=CC=C2C(NC(C2=C1)C1=C(NC2=CC=CC=C12)C=O)=O 3-(6-hydroxy-3-oxo-isoindolin-1-yl)-1H-indole-2-carbaldehyde